N-({6-methylimidazo[1,2-a]pyridin-2-yl}methyl)-4-oxo-4H-quinolizine-2-carboxamide CC=1C=CC=2N(C1)C=C(N2)CNC(=O)C=2C=C1C=CC=CN1C(C2)=O